[Si](C)(C)(C(C)(C)C)OC1CN(C1)C1=NC=CC(=N1)N [3-[(tert-butyldimethylsilyl)oxy]azetidin-1-yl]pyrimidin-4-amine